cerium-iron oxide [O-2].[Fe+2].[Ce+3]